CC(C)(C=1O[C@H]([C@H](N1)C1=CC=CC=C1)C1=CC=CC=C1)C=1O[C@H]([C@H](N1)C1=CC=CC=C1)C1=CC=CC=C1 (4R,4'R,5S,5'S)-2,2'-(propane-2,2-diyl)bis(4,5-diphenyl-4,5-dihydrooxazole)